C(C)(=O)NC1=CC=C(C(=N1)C(=O)N[C@@H]1[C@H](CCC1)COC1=CC=C(C=C1)F)Br 6-acetamido-3-bromo-N-((1S,2S)-2-((4-fluorophenoxy)methyl)cyclopentyl)picolinamide